CC1CC(OC(=O)C2C=CC=CC=2O)CC(C)(C)C1 homomenthyl salicylate